(S)-10,11-difluoro-7-((((2-methoxypyridin-4-yl)methyl)(1-(6-nitropyridin-3-yl)piperidin-3-yl)amino)methyl)-3,4-dihydro-[1,4]oxazepino[2,3,4-ij]quinolin-8(2H)-one FC=1C=C2C(C(=CN3C2=C(C1F)OCCC3)CN([C@@H]3CN(CCC3)C=3C=NC(=CC3)[N+](=O)[O-])CC3=CC(=NC=C3)OC)=O